1-(3,4-dihydro-2H-pyrrol-2-yl)ethanone N=1C(CCC1)C(C)=O